butylene-bis(3-methyl-6-tertiary butyl-phenol) C(CCCC1=C(C(=CC=C1C)C(C)(C)C)O)C1=C(C(=CC=C1C)C(C)(C)C)O